C(C)(C)(C)OC(=O)N1C(CC1)CCC(=O)O 3-(1-(tert-butoxycarbonyl)azetidine-2-yl)propanic acid